N-(4-Aminophenethyl)-3-methylquinolin-4-amine NC1=CC=C(CCNC2=C(C=NC3=CC=CC=C23)C)C=C1